1-(4-((2-iodo-1-(3,3,3-trifluoropropyl)-1H-indol-4-yl)amino)piperidin-1-yl)-3-methoxypropan-2-ol IC=1N(C2=CC=CC(=C2C1)NC1CCN(CC1)CC(COC)O)CCC(F)(F)F